tert-Butyl (3,5-difluoro-3'-(methoxy-d3)-[1,1'-biphenyl]-4-yl)carbamate FC=1C=C(C=C(C1NC(OC(C)(C)C)=O)F)C1=CC(=CC=C1)OC([2H])([2H])[2H]